ClC=1C=C(C=CC1)N1C(=CC2=CC=CC=C12)C1=NNC(=C1)NC(C1=CC=C(C=C1)NC1CCN(CC1)C)=O N-(3-(1-(3-chlorophenyl)-1H-indol-2-yl)-1H-pyrazol-5-yl)-4-((1-methylpiperidin-4-yl)amino)benzamide